3-pyrazoline N1NC=CC1